COC(C1CCN(CC1)C=1C=CC(=NC1)[N+](=O)[O-])OC 5-(4-(dimethoxymethyl)piperidin-1-yl)-2-nitropyridine